2-cyclopropyl-N-(5-(4-fluorophenoxy)pyridin-2-yl)-2-(4-(6-methoxynicotinoyl)piperazin-1-yl)acetamide C1(CC1)C(C(=O)NC1=NC=C(C=C1)OC1=CC=C(C=C1)F)N1CCN(CC1)C(C1=CN=C(C=C1)OC)=O